P(=O)(O)(O)O.C(C1CO1)OCC(CCCC)CC 2-ethylhexyl glycidyl ether phosphate